C(C1CO1)N1C(=O)N(C(=O)N(C1=O)C)CC1CO1 1,3-bis(2,3-epoxypropyl)-5-methyl-isocyanuric acid